5-(4-(((2S,6S)-6-(2-methoxyethyl)-6-methyl-1,4-dioxan-2-yl)methoxy)phenyl)-2-oxo-6-(trifluoromethyl)-1,2-dihydropyridine-3-carboxamide COCC[C@]1(COC[C@H](O1)COC1=CC=C(C=C1)C=1C=C(C(NC1C(F)(F)F)=O)C(=O)N)C